2-(3-Cyanopropanoyl)-N-[4-(1,1,1,3,3,3-hexafluoro-2-hydroxypropan-2-yl)phenyl]-5-(methylsulfonyl)-2,3-dihydro-1H-isoindole-1-carboxamide C(#N)CCC(=O)N1C(C2=CC=C(C=C2C1)S(=O)(=O)C)C(=O)NC1=CC=C(C=C1)C(C(F)(F)F)(C(F)(F)F)O